iso-propanesulphonic acid C(C)(C)S(=O)(=O)O